NC=1SC2=C(N1)C(CCC2)=O 2-amino-6,7-dihydro-5H-1,3-benzothiazol-4-one